chromium oxide phosphate P(=O)([O-])([O-])[O-].[O-2].[Cr+5]